N1(CCC1)C=1SC(=CN1)\C=N\N(C1=NS(C2=C1C=CC=C2)(=O)=O)C N-[(E)-[2-(Azetidin-1-yl)thiazol-5-yl]methylenamino]-N-methyl-1,1-dioxo-1,2-benzothiazol-3-amin